2-CHLOROCYCLOPENT-1-ENE-1-CARBOXYLIC ACID ClC1=C(CCC1)C(=O)O